tert-butyl (3R)-3-((2S)-3-(3-(((benzyloxy)carbonyl)amino)-2,3-dihydrobenzofuran-5-yl)-1-(tert-butyloxy)-1-oxopropan-2-yl)pyrrolidine-1-carboxylate C(C1=CC=CC=C1)OC(=O)NC1COC2=C1C=C(C=C2)C[C@H](C(=O)OC(C)(C)C)[C@@H]2CN(CC2)C(=O)OC(C)(C)C